4-((cis-1-(3-Chlorobenzyl)-2-methylpiperidin-4-yl)amino)-N-methyl-1H-pyrrolo[2,3-b]pyridine-5-carboxamide ClC=1C=C(CN2[C@H](C[C@H](CC2)NC2=C3C(=NC=C2C(=O)NC)NC=C3)C)C=CC1